N[C@H]1CS(C2=C(N(C1=O)CC1=CC=C(C=C1)Cl)C=C(C(=C2)F)C=2OC(=NN2)C(CN2C(CCCC2)=O)(C)C)(=O)=O (3R)-3-amino-5-[(4-chlorophenyl)methyl]-7-[5-[1,1-dimethyl-2-(2-oxo-1-piperidyl)ethyl]-1,3,4-oxadiazol-2-yl]-8-fluoro-1,1-dioxo-2,3-dihydro-1λ6,5-benzothiazepin-4-one